O8-[2-[[2-(1-adamantyl)acetyl]oxymethyl]-2-(hydroxymethyl)-3-[8-[(Z)-non-3-enoxy]-8-oxooctanoyl]oxy-propyl] O1-[(Z)-non-3-enyl] octanedioate C(CCCCCCC(=O)OCC(COC(CCCCCCC(=O)OCC\C=C/CCCCC)=O)(CO)COC(CC12CC3CC(CC(C1)C3)C2)=O)(=O)OCC\C=C/CCCCC